4-(9-methyl-2-(6-methyl-1H-benzo[d][1,2,3]triazol-1-yl)-8-(pyridin-4-yl)-9H-purin-6-yl)morpholine CN1C2=NC(=NC(=C2N=C1C1=CC=NC=C1)N1CCOCC1)N1N=NC2=C1C=C(C=C2)C